((2R,4S,5R)-4-amino-5-cyclobutoxytetrahydro-2H-pyran-2-yl)((S)-1-(4-fluorophenyl)-3,4-dihydroisoquinolin-2(1H)-yl)methanone N[C@H]1C[C@@H](OC[C@@H]1OC1CCC1)C(=O)N1[C@H](C2=CC=CC=C2CC1)C1=CC=C(C=C1)F